N1N=CC=C1C=1C=CC(=C(C=O)C1)C=1C=NC(=NC1)C(F)(F)F 5-(1H-pyrazol-5-yl)-2-(2-(trifluoromethyl)pyrimidin-5-yl)benzaldehyde